C(C)(C)N(CCC1=CNC2=CC=CC(=C12)OC(CCCCCCC)=O)C(C)C.ClC=1C=C(N)C=C(C1OC(C(F)F)(F)F)Cl 3,5-dichloro-4-(1,1,2,2-tetrafluoroethoxy)aniline 3-(2-(diisopropylamino)ethyl)-1H-indol-4-yl-octanoate